ClC=1C(=C(C=C2C=C(N=CC12)NC1=CC=C2CCOCC2=C1)C1=C(C2=C(OCCN2C(=O)[O-])N=C1)C)F 7-(8-Chloro-7-fluoro-3-(isochroman-7-ylamino)isoquinolin-6-yl)-8-methyl-2,3-dihydro-1H-pyrido[2,3-b][1,4]oxazine-1-carboxylate